N-(4-ethoxybutyl)-2-oxohexadecanamide C(C)OCCCCNC(C(CCCCCCCCCCCCCC)=O)=O